C1(CC1)C1=CC(=CC(=N1)N1CC2=C(C=C(C=C2C1=O)COC[C@H]1CN(CC1)C(=O)OCC1=CC=CC=C1)C(F)(F)F)C1=C(C=C(C=C1)F)C1=NN=CN1C Benzyl (3R)-3-{[(2-{6-cyclopropyl-4-[4-fluoro-2-(4-methyl-1,2,4-triazol-3-yl)phenyl] pyridin-2-yl}-3-oxo-7-(trifluoromethyl)-1H-isoindol-5-yl)methoxy]methyl}pyrrolidine-1-carboxylate